Tert-Butyl 4-[(5-fluoro-2-methylphenyl)amino]piperidine-1-carboxylate FC=1C=CC(=C(C1)NC1CCN(CC1)C(=O)OC(C)(C)C)C